C(#C)O acetylene-1-ol